C1(=CC=CC=C1)C1=C(C(=NN=N1)C1=C(C2=C(OC3=C2C=CC=C3)C=C1)C1=C(C=CC=C1)C1=CC=CC=C1)C1=C(C=CC=C1)C1=CC=CC=C1 [Phenyl-(biphenylyl)triazinyl](biphenylyl)dibenzofuran